2,2-difluoropropyl isopropylcarbamate C(C)(C)NC(OCC(C)(F)F)=O